[Na+].P(=O)(O)(O)CNCC(=O)[O-] N-(phosphonomethyl)glycine sodium salt